FC1=C(C=CC=C1)F di-fluorobenzene